5-bromo-7-(methylthio)-2-(morpholinomethyl)-2,3-dihydro-[1,4]dioxino[2,3-c]pyridine BrC1=NC(=CC2=C1OCC(O2)CN2CCOCC2)SC